C(C)OC(CC1=C(C=C(C(=C1)F)Br)COCC1=C(C=CC(=C1)Cl)COC1=NC(=CC=C1)Cl)=O 2-[4-bromo-2-[[5-chloro-2-[(6-chloro-2-pyridinyl)oxymethyl]phenyl]methoxymethyl]-5-fluoro-phenyl]acetic acid ethyl ester